4-ethynyl-N,N,1-trimethyl-1H-pyrazole-3-carboxamide C(#C)C=1C(=NN(C1)C)C(=O)N(C)C